FC1=CC=C(C=C1)N1N=CC2=C1C[C@@H]1CCN(C[C@]1(C2)C(=O)C2=NC=CC(=C2)C(F)(F)F)S(=O)(=O)C=2C=NN(C2)C ((4aR,8aS)-1-(4-fluorophenyl)-6-((1-methyl-1H-pyrazol-4-yl)sulfonyl)-4,4a,5,6,7,8,8a,9-octahydro-1H-pyrazolo[3,4-g]isoquinolin-4a-yl)(4-(trifluoromethyl)pyridin-2-yl)methanone